ClC=1NN(C(=CC1)Cl)CC=1NC(SC1)=O 3,6-dichloro-N-[(2-oxo-2,3-dihydro-1,3-thiazol-4-yl)methyl]pyridazine